2-(4-fluoro-3,5-dipentylphenyl)acetic acid FC1=C(C=C(C=C1CCCCC)CC(=O)O)CCCCC